N-(4-(4-amino-2-oxo-1-(6-(piperazine-1-yl)pyridin-3-yl)-1,2-dihydro-3H-imidazo[4,5-c]pyridin-3-yl)benzyl)-5-fluoro-2-methoxybenzamide NC1=NC=CC2=C1N(C(N2C=2C=NC(=CC2)N2CCNCC2)=O)C2=CC=C(CNC(C1=C(C=CC(=C1)F)OC)=O)C=C2